4-(phenylamino)phenyl stearate C(CCCCCCCCCCCCCCCCC)(=O)OC1=CC=C(C=C1)NC1=CC=CC=C1